ClC1=CC=C(C=C1)S(=O)(=O)Cl p-chlorobenzenesulfonyl chloride